3'-(4-acryloylmorpholin-3-yl)-5'-chloro-6-fluoro-[1,1'-biphenyl]-3-carboxamide C(C=C)(=O)N1C(COCC1)C=1C=C(C=C(C1)Cl)C1=CC(=CC=C1F)C(=O)N